FC(C1=C(C=CC(=C1)C(F)(F)F)CC(=O)N(CC=1OC(=NN1)C1=NC=C(C=C1)C1CNCC1)C1=CC=C(C=C1)F)(F)F 2-[2,4-bis(trifluoromethyl)phenyl]-N-(4-fluorophenyl)-N-({5-[5-(tetrahydro-1H-pyrrol-3-yl)pyridin-2-yl]-1,3,4-oxadiazol-2-yl}methyl)acetamide